4-(benzyloxy)-6-fluoro-2-naphthalenecarboxylic acid C(C1=CC=CC=C1)OC1=CC(=CC2=CC=C(C=C12)F)C(=O)O